N-(4-fluoro-3-methylphenyl)-2-(4-methyl-6-(trifluoromethyl)pyrimidin-2-yl)-5-oxo-N-(3-(tetrahydro-1H-furo[3,4-c]pyrrol-5(3H)-yl)propyl)pyrazolidine-3-carboxamide FC1=C(C=C(C=C1)N(C(=O)C1N(NC(C1)=O)C1=NC(=CC(=N1)C)C(F)(F)F)CCCN1CC2C(C1)COC2)C